ClC=1C=C(OC2=CC=NC3=CC(=C4C(=C23)OCCO4)OCCCN4CCC(CC4)(C)NC(OC(C)(C)C)=O)C=CC1NC(=O)NC1CC1 tert-butyl (1-(3-((10-(3-chloro-4-(3-cyclopropylureido)phenoxy)-2,3-dihydro-[1,4]dioxino[2,3-f]quinolin-5-yl)oxy)propyl)-4-methylpiperidin-4-yl)carbamate